tert-butyl (S)-2-((1H-pyrrolo[2,3-b]pyridin-5-yl)oxy)-4-(2-(2-(2-cyclopropylphenyl)pyrrolidin-1-yl)spiro[3.5]non-6-en-7-yl)benzoate N1C=CC=2C1=NC=C(C2)OC2=C(C(=O)OC(C)(C)C)C=CC(=C2)C2=CCC1(CC(C1)N1[C@@H](CCC1)C1=C(C=CC=C1)C1CC1)CC2